N,N'-dimethylenediamine NCCN